[Co].[Mn] MANGANESE COBALT